ethyl 2-chloro-4-(2-methoxyphenyl)-1,5-naphthyridine-3-carboxylate ClC1=NC2=CC=CN=C2C(=C1C(=O)OCC)C1=C(C=CC=C1)OC